3-[4-[4-[6-(3,5-Dihydroxyphenoxy)hexoxy]phenyl]phenyl]-1-phenylprop-2-en-1-one OC=1C=C(OCCCCCCOC2=CC=C(C=C2)C2=CC=C(C=C2)C=CC(=O)C2=CC=CC=C2)C=C(C1)O